BrCC1=CC=C(/C=N/O)C=C1 (E)-4-(bromomethyl)benzaldehyde oxime